2-(2-(1-(Cyclopropylsulfonyl)-1H-pyrazol-4-yl)pyrimidin-4-yl)-5-(1-(difluoromethyl)-1H-pyrazol-3-yl)-N4-(((1s,3s)-3-((dimethylamino)methyl)cyclobutyl)methyl)pyridine-2,4-diamine C1(CC1)S(=O)(=O)N1N=CC(=C1)C1=NC=CC(=N1)C1(NC=C(C(=C1)NCC1CC(C1)CN(C)C)C1=NN(C=C1)C(F)F)N